C(C)(C)(C)OC(=O)N1CCC(CC1)C1=CC=C(C=C1)NCCC(=O)OCC.BrC1=C(C=C2C(=NC(=NC2=C1F)Cl)NCC1CC(NC1)=O)I 4-(((7-bromo-2-chloro-8-fluoro-6-iodoquinazolin-4-yl)amino)methyl)pyrrolidin-2-one tert-Butyl-4-(4-((3-ethoxy-3-oxopropyl)amino)phenyl)piperidine-1-carboxylate